C[C@@H]1O[C@@]2([C@H](CC1)C(CC=C2)(C)C)C (2S,4aR,8aS)-2,5,5,8a-tetramethyl-3,4,4a,5,6,8a-hexahydro-2H-1-benzopyran